C(CCC)(=O)NC1=NC=CC(=C1)CN1C2CN(CC1CC2)C=2C=CC(=NC2C)C(=O)NC 5-(8-((2-butyramidopyridin-4-yl)methyl)-3,8-diazabicyclo[3.2.1]octan-3-yl)-N,6-dimethylpicolinamide